3-((2r,4s)-2-(2,5-difluorophenyl)-4-fluoropyrrolidin-1-yl)-1-((2-(trimethylsilyl)ethoxy)methyl)-1H-pyrazolo[3,4-b]pyridine-5-carbonitrile FC1=C(C=C(C=C1)F)[C@@H]1N(C[C@H](C1)F)C1=NN(C2=NC=C(C=C21)C#N)COCC[Si](C)(C)C